NC=1N=CC(=C2C=CC(=NC12)C=1C=C(C=CC1)C#C[C@]1(C(N(CC1)C)=O)O)Br (R)-3-[2-[3-(8-amino-5-bromo-1,7-naphthyridin-2-yl)phenyl]ethynyl]-3-hydroxy-1-methyl-pyrrolidin-2-one